5-(3-butoxyphenyl)thio-3-(1-butyl-1,2,3,6-tetrahydropyridin-4-yl)-1H-indole hydroiodide I.C(CCC)OC=1C=C(C=CC1)SC=1C=C2C(=CNC2=CC1)C=1CCN(CC1)CCCC